C(C1CO1)C1=C(C(=C(C(=C1C(C(F)(F)F)(C(F)(F)F)C1=CC=C(C=C1)OC1=CC=C(C=C1)N)CC1CO1)CC1CO1)OC1=CC=C(C=C1)N)CC1CO1 tetraglycidyl-2,2-bis[4-(4-aminophenoxy)phenyl]hexafluoropropane